4-(Cyclobutanesulfonamido)-N-(2-(4,4-difluoropiperidin-1-yl)-6-methylpyrimidin-4-yl)-2-(6-azaspiro[2.5]octan-6-yl)benzamide C1(CCC1)S(=O)(=O)NC1=CC(=C(C(=O)NC2=NC(=NC(=C2)C)N2CCC(CC2)(F)F)C=C1)N1CCC2(CC2)CC1